3-((S)-8-oxo-1,2,3,4,4a,5,8,10-octahydro-9H-pyrazino[1',2':4,5][1,4]oxazino[2,3-f]isoindol-9-yl)piperidine-2,6-dione hydrochloride salt trifluoroacetate salt FC(C(=O)O)(F)F.Cl.O=C1N(CC2=CC3=C(C=C12)OC[C@H]1N3CCNC1)C1C(NC(CC1)=O)=O